O1C=COC=C1.[Ni] nickel dioxine